3-bromo-9-(4-(((3R)-3-methoxypyrrolidin-1-yl)carbonyl)phenyl)-2-(trifluoromethyl)-4H-pyrido[1,2-a]pyrimidin-4-one BrC1=C(N=C2N(C1=O)C=CC=C2C2=CC=C(C=C2)C(=O)N2C[C@@H](CC2)OC)C(F)(F)F